2-(6-Fluoroimidazo[1,2-a]pyridin-2-yl)-N-[4-(2-methyl-1H-indol-3-yl)thiazol-2-yl]acetamide FC=1C=CC=2N(C1)C=C(N2)CC(=O)NC=2SC=C(N2)C2=C(NC1=CC=CC=C21)C